chloro-6-methyl-5H-pyrrolo[3,4-b]pyridin-7-one ClC1=CC=C2C(=N1)C(N(C2)C)=O